FC1(C2=CC=CC=C2C=2C=C(C=CC12)C(=O)NCC(=O)N1[C@@H](C[C@@H](C1)C1=NC=CC=C1)CO)F 9,9-difluoro-N-(2-((2S,4S)-2-(hydroxymethyl)-4-(pyridin-2-yl)pyrrolidine-1-yl)-2-oxoethyl)-9H-fluorene-3-carboxamide